1-benzyl-3-(3-(trifluoromethyl)phenyl)quinoxalin-2-one C(C1=CC=CC=C1)N1C(C(=NC2=CC=CC=C12)C1=CC(=CC=C1)C(F)(F)F)=O